methyl (S)-5-bromo-1-((R)-2-((tert-butoxycarbonyl)amino)-3-hydroxypropyl)-3-fluoro-1,2,3,4-tetrahydrothieno[3,4-b]pyridine-7-carboxylate BrC=1SC(=C2N(C[C@H](CC21)F)C[C@H](CO)NC(=O)OC(C)(C)C)C(=O)OC